[C@H]12CC(C[C@H](CC1)N2)N(C2=CC=C(N=N2)C2=C(C=C(C=C2)C2=CC(N(N=C2)C)=O)O)C 5-(4-(6-(((1R,3s,5S)-8-azabicyclo[3.2.1]octan-3-yl)(methyl)amino)pyridazin-3-yl)-3-hydroxyphenyl)-2-methylpyridazin-3(2H)-one